COC(C1CCN(CC1)C1=CC2=C(N(C(N2C)=O)C2C(N(C(CC2)=O)CC2=CC=C(C=C2)OC)=O)C=C1)OC 3-(5-(4-(dimethoxymethyl)piperidin-1-yl)-3-methyl-2-oxo-2,3-dihydro-1H-benzo[d]imidazol-1-yl)-1-(4-methoxybenzyl)piperidine-2,6-dione